N-methyl-N-(1-(vinylsulfonyl)piperidine-4-carbonyl)-L-valine methyl ester COC([C@@H](N(C(=O)C1CCN(CC1)S(=O)(=O)C=C)C)C(C)C)=O